BrC1=C(C2=C(C(=C(O2)CC(C)C)C)C=C1)S 6-bromo-2-isobutyl-3-methylbenzofuran-7-thiol